2-Amino-N-(2,3-dihydro-1H-inden-2-yl)-6-((2-hydroxyphenyl)amino)-N-methylpyrimidine-4-carboxamide NC1=NC(=CC(=N1)C(=O)N(C)C1CC2=CC=CC=C2C1)NC1=C(C=CC=C1)O